5'-chloro-7'-oxo-N-[2-(pyridin-3-yloxy)ethyl]-7',8'-dihydro-6'H-spiro[cyclohexane-1,9'-furo[2,3-f]quinazoline]-2'-carboxamide ClC=1C=C2C(=C3C4(NC(NC13)=O)CCCCC4)OC(=C2)C(=O)NCCOC=2C=NC=CC2